(Z)-3-(3-(3,5-bis(trifluoromethyl)phenyl)-1H-1,2,4-triazol-1-yl)-1-(3-fluoro-3-(2-methoxyacetyl)azetidin-1-yl)prop-2-en-1-one FC(C=1C=C(C=C(C1)C(F)(F)F)C1=NN(C=N1)\C=C/C(=O)N1CC(C1)(C(COC)=O)F)(F)F